C(C)OC1=CC=C(C=C1)OCC 1,4-Diethoxybenzene